NCC1=CC=C(C=C1)NC(=O)C1=CC2=C(OCCC3=C2SC=C3)C=C1C=1C(=NC(=CC1)C(NC(C)(CCO)C)=O)C(=O)OC methyl 3-(9-((4-(aminomethyl)phenyl)carbamoyl)-4,5-dihydrobenzo[b]thieno[2,3-d]oxepin-8-yl)-6-((4-hydroxy-2-methylbutan-2-yl)carbamoyl)picolinate